C(C)N1C[C@@H](CCC1)NC1=C2C(=C(N=N1)C1=C(C=3CCC3C=C1)O)N(N=C2)C 3-[4-[[(3R)-1-Ethyl-3-piperidyl]amino]-1-methyl-pyrazolo[3,4-d]pyridazin-7-yl]bicyclo[4.2.0]octa-1(6),2,4-trien-2-ol